ClC=1C=C(C=NC1OC)NC(=O)NC1=C(C=2N(N=C1)C=C(N2)C(F)F)C(C)OC N-(5-chloro-6-methoxypyridin-3-yl)-N'-(2-(difluoromethyl)-8-(1-methoxyethyl)imidazo[1,2-b]pyridazin-7-yl)urea